C1(=CC=CC=C1)N1N=CC=C1 N-phenyl-pyrazole